methylbenzoyl-tartaric acid CC(C(C(=O)O)(O)C(C1=CC=CC=C1)=O)(O)C(=O)O